(S)-3-methyl-2-(7-((2-(methylsulfonyl)ethoxy)carbonylamino)dibenzo[b,d]thiophene-3-sulfonamido)butanoic acid CC([C@@H](C(=O)O)NS(=O)(=O)C=1C=CC2=C(SC3=C2C=CC(=C3)NC(=O)OCCS(=O)(=O)C)C1)C